FC(C(=O)O)(F)F.CC1(C2C(N(C(C12)=O)CC=1C=C2C(=NC=NN2C1)C=1C=C(C=C2C=CN(C12)C[C@@H]1CNCCO1)[N+](=O)[O-])=O)C 6,6-dimethyl-3-((4-(1-(((S)-morpholin-2-yl)methyl)-5-nitro-1H-indol-7-yl)pyrrolo[2,1-f][1,2,4]triazin-6-yl)methyl)-3-azabicyclo[3.1.0]hexane-2,4-dione 2,2,2-trifluoroacetate